N-(5-(6-(7-cyclopropyl-9-oxa-3,7-diazabicyclo[3.3.1]nonan-3-yl)-[1,2,4]triazolo[1,5-a]pyridin-2-yl)-8-(methylamino)-2,7-naphthyridin-3-yl)cyclopropanecarboxamide C1(CC1)N1CC2CN(CC(C1)O2)C=2C=CC=1N(C2)N=C(N1)C1=C2C=C(N=CC2=C(N=C1)NC)NC(=O)C1CC1